2-(4-aminopiperidin-1-yl)-N-((6'-(azetidin-1-yl)-[2,3'-bipyridin]-3-yl)methyl)-9-isopropyl-9H-purin-6-amine NC1CCN(CC1)C1=NC(=C2N=CN(C2=N1)C(C)C)NCC=1C(=NC=CC1)C=1C=NC(=CC1)N1CCC1